9-bromo-5-(tert-butyl)imidazo[1,2-c]quinazoline BrC1=CC=2C=3N(C(=NC2C=C1)C(C)(C)C)C=CN3